COC1=NC=CC(=C1C1=CC(=NC(=C1)C)C#N)C Methoxy-4,6'-dimethyl-[3,4'-bipyridine]-2'-carbonitrile